oxetan-3-yl (trans-4-(5-(2-(N-ethylsulfamoyl)-4-(isobutoxymethyl)phenyl)thiazol-2-yl)cyclohexyl)carbamate C(C)NS(=O)(=O)C1=C(C=CC(=C1)COCC(C)C)C1=CN=C(S1)[C@@H]1CC[C@H](CC1)NC(OC1COC1)=O